N-((7-chloroimidazo[1,5-a]pyridin-1-yl)methyl)-1-((6-cyclopropylimidazo[1,2-a]pyridin-2-yl)methyl)-3-(difluoromethyl)-1H-pyrazole-4-carboxamide ClC1=CC=2N(C=C1)C=NC2CNC(=O)C=2C(=NN(C2)CC=2N=C1N(C=C(C=C1)C1CC1)C2)C(F)F